N-[2-(benzenesulfonyloxy)phenyl]-N'-[4-(ethanesulfonyloxy)phenyl]urea C1(=CC=CC=C1)S(=O)(=O)OC1=C(C=CC=C1)NC(=O)NC1=CC=C(C=C1)OS(=O)(=O)CC